5-(4-fluorophenyl)isothiazole-3-carboxylic acid methyl ester COC(=O)C1=NSC(=C1)C1=CC=C(C=C1)F